2-(1H-indol-3-yl)-N,N-dimethyl-2-oxoacetamide N1C=C(C2=CC=CC=C12)C(C(=O)N(C)C)=O